N-[(3S)-1-pentylpyrrolidin-3-yl]-1H-indole-2-carboxamide C(CCCC)N1C[C@H](CC1)NC(=O)C=1NC2=CC=CC=C2C1